(R)-4-quinolinyl-[(2S,4S,5R)-5-vinyl-1-Azabicyclo[2.2.2]oct-2-yl]methanol N1=CC=C(C2=CC=CC=C12)[C@@H](O)[C@H]1N2C[C@@H]([C@H](C1)CC2)C=C